FC(C(=O)O)(F)F.FC(C(=O)O)(F)F.C(C1=CC=CC=C1)(=O)N benzamide bis(2,2,2-trifluoroacetate)